hydroxyoctane OCCCCCCCC